C(#N)C=1C=C(CN2CC3=CC=C(C=C3C2)C#N)C=CC1OCC1CCN(CC1)S(=O)(=O)C 2-(3-cyano-4-((1-(methylsulfonyl)piperidin-4-yl)methoxy)benzyl)isoindoline-5-carbonitrile